8'-{6-[3-(Dimethylamino)propoxy]-5-[(dimethylsulfamoyl)amino]pyridine-3-yl}-3'-methyl-2',3'-dihydrospiro[cyclobutane-1,1'-pyrrolo[2,3-c]quinoline]-2'-one hydrochloride Cl.CN(CCCOC1=C(C=C(C=N1)C1=CC=2C3=C(C=NC2C=C1)N(C(C31CCC1)=O)C)NS(N(C)C)(=O)=O)C